7-[(2R,4S,5S,6S)-4-Amino-5-hydroxy-6-methyloxan-2-yl]oxy-6,9,11-trihydroxy-9-(2-hydroxyacetyl)-4-methoxy-8,10-dihydro-7H-tetracene-5,12-dione N[C@H]1C[C@@H](O[C@H]([C@H]1O)C)OC1C=2C(=C3C(C=4C(=CC=CC4C(C3=C(C2CC(C1)(C(CO)=O)O)O)=O)OC)=O)O